1,4-bis(4-chloro-2-fluoro-5-nitrophenyl)-1,4-butanedione ClC1=CC(=C(C=C1[N+](=O)[O-])C(CCC(=O)C1=C(C=C(C(=C1)[N+](=O)[O-])Cl)F)=O)F